tert-butyl-4-(6-((1R,2R)-2-fluorocyclopropane-1-carboxamido)pyridin-3-yl)piperazine-1-carboxylate C(C)(C)(C)OC(=O)N1CCN(CC1)C=1C=NC(=CC1)NC(=O)[C@@H]1[C@@H](C1)F